C(CCCCCCCCCCCCCCCCC)(=O)O.C(CCCCCCCCCCCCCCCCC)(=O)O.C(CCCCCCCCCCCCCCCCC)(=O)O.C(CO)O ethylene glycol tristearate